FC=1C=2N(C=C(C1)NC(=O)C1=CC=C(C3=CN(N=C13)C1CC(C1)OC)N1CCN(CC1)C(=O)OC(C)(C)C)C=C(N2)C tert-butyl 4-(7-((8-fluoro-2-methylimidazo[1,2-a]pyridin-6-yl)carbamoyl)-2-((1s,3s)-3-methoxycyclobutyl)-2H-indazol-4-yl)piperazine-1-carboxylate